C1(CCCCC1)C1=CC=C(CN(C(=O)[C@@H]2N(CC2)S(=O)(=O)C2=C(C(=C(C(=C2F)F)F)F)F)C2=CC=C(C(=O)OCC3=CC=CC=C3)C=C2)C=C1 benzyl (R)-4-(N-(4-cyclohexylbenzyl)-1-((perfluorophenyl)sulfonyl)azetidine-2-carboxamido)benzoate